C(C)(=O)C#CC1=CC=CC2=CC=C(C=C12)C(C)=O 2,7-diacetylethynyl-naphthalene